FC(OC1C(CN(C1)C=1C=2N(N=C(C1)C=1C(NC(NC1)=O)=O)C=CN2)(F)F)F 5-[8-[4-(difluoromethoxy)-3,3-difluoro-pyrrolidin-1-yl]imidazo[1,2-b]pyridazin-6-yl]-1H-pyrimidine-2,4-dione